(6-chloropyridin-3-yl)dimethylphosphine oxide ClC1=CC=C(C=N1)P(C)(C)=O